FC=1C=CC(=C(C1)C(C(=O)NC=1SC=CN1)N1C(C2=CC(=CC=C2C1)N1CCNCC1)=O)O 2-(5-fluoro-2-hydroxyphenyl)-2-(1-oxo-6-(piperazin-1-yl)isoindoline-2-yl)-N-(Thiazol-2-yl)acetamide